Benzyl (7-amino-5-((2S,4S)-1-((R)-2-(4-carbamoylbenzamido)-3-cyclohexylpropanoyl)-4-(5-(2-hydroxypropan-2-yl)-1H-1,2,3-triazol-1-yl)pyrrolidin-2-carboxamido)-6,7-dioxoheptyl)carbamat NC(C(C(CCCCNC(OCC1=CC=CC=C1)=O)NC(=O)[C@H]1N(C[C@H](C1)N1N=NC=C1C(C)(C)O)C([C@@H](CC1CCCCC1)NC(C1=CC=C(C=C1)C(N)=O)=O)=O)=O)=O